C(C)C=1C(=C(C(=C(C1C)O)C)C)C 5-ethyl-2,3,4,6-tetramethylphenol